4-methyl-Furano[3,2-c]pyridin-7-amine CC1=NC=C(C2=C1C=CO2)N